(4-Methyl-1-((2-(trimethylsilyl)ethoxy)methyl)-1H-pyrazol-3-yl)methanol CC=1C(=NN(C1)COCC[Si](C)(C)C)CO